NC=1SC2=C(N1)C=CC(=C2)C=2C(=NC(=C(C(=O)NC(C)C1=C(C=CC=C1)OC(F)(F)F)C2)OC)C 5-(2-aminobenzo[d]thiazol-6-yl)-2-methoxy-6-methyl-N-(1-(2-(trifluoromethoxy)phenyl)ethyl)nicotinamide